N1C=NC(=C1)C[C@@H](C1=NC(=NO1)CCC1=CC=CC=C1)NC([C@H](CC1=C(C=C(C=C1C)O)C)NC([C@@H](CCCNC(=N)N)N)=O)=O (R)-N-((S)-1-(((S)-2-(1H-imidazol-4-yl)-1-(3-phenethyl-1,2,4-oxadiazol-5-yl)ethyl)amino)-3-(4-hydroxy-2,6-dimethylphenyl)-1-oxopropan-2-yl)-2-amino-5-guanidino-valeramide